bis(ethyldi-sec-butoxysilylpropyl) disulfide C(C)[Si](OC(C)CC)(OC(C)CC)CCCSSCCC[Si](OC(C)CC)(OC(C)CC)CC